C1(CC1)N1[C@@H](C=2C(C=3C=CN=C(C13)NC1=CC(=NC=C1C(CC([2H])([2H])[2H])=O)NC(=O)C1CC1)=NN(N2)C)C |r| (R/S)-N-(4-((5-cyclopropyl-2,4-dimethyl-4,5-dihydro-2H-[1,2,3]triazolo[4,5-c][1,7]naphthyridin-6-yl)amino)-5-(propanoyl-3,3,3-d3)pyridin-2-yl)cyclopropanecarboxamide